(5-(4-(3-(1-(((R)-1-(3-(difluoromethyl)-2-fluorophenyl)ethyl)amino)-4-methyl-pyrido[3,4-d]pyridazin-7-yl)benzyl)piperazin-1-yl)-1-oxoisoindolin-2-yl)piperidine-2,6-dione FC(C=1C(=C(C=CC1)[C@@H](C)NC1=C2C(=C(N=N1)C)C=NC(=C2)C=2C=C(CN1CCN(CC1)C=1C=C3CN(C(C3=CC1)=O)N1C(CCCC1=O)=O)C=CC2)F)F